(1R,3S)-3-(5-((5-cyanopyrazin-2-yl)amino)-1H-pyrazol-3-yl)cyclopentyl((S)-3-methyltetrahydrofuran-3-yl)carbamate C(#N)C=1N=CC(=NC1)NC1=CC(=NN1)[C@@H]1C[C@@H](CC1)N(C([O-])=O)[C@@]1(COCC1)C